FC(S(=O)(=O)[O-])(F)F.OC1=CC=C(C2=C(C=CC=C12)O)[S+](C)C (4,8-dihydroxy-1-naphthyl)dimethylsulfonium trifluoromethanesulfonate